tertbutyl (2S,6R)-4-((S)-11-chloro-6-oxo-3-(pyridin-4-yl)-10-(trifluoromethyl)-3,4-dihydro-2H,6H-[1,4]thiazepino[2,3,4-ij]quinazolin-8-yl)-2,6-dimethylpiperazine-1-carboxylate ClC1=C(C=C2C(=NC(N3C2=C1SC[C@H](C3)C3=CC=NC=C3)=O)N3C[C@@H](N([C@@H](C3)C)C(=O)OC(C)(C)C)C)C(F)(F)F